5-amino-2-[1-methyl-3-(2-pyridylamino)pyrazol-4-yl]-6-(5-methyl-1-tetrahydropyran-2-yl-indazol-4-yl)pyrimidine-4-carboxylic acid ethyl ester C(C)OC(=O)C1=NC(=NC(=C1N)C1=C2C=NN(C2=CC=C1C)C1OCCCC1)C=1C(=NN(C1)C)NC1=NC=CC=C1